OC1(CCC1)C=1SC(=C(N1)C(=O)OCC)N1CCOCC1 ethyl 2-(1-hydroxycyclobutyl)-5-morpholinothiazole-4-carboxylate